FC=1C=C2C=C(NC2=CC1)C(=O)N[C@H](C(N[C@H](C=C=O)C[C@H]1C(NCC1)=C=O)=C=O)CC1=CC=CC=C1 5-Fluoro-N-{(S)-1-carbonyl-1-{{(S)-1-carbonyl-3-[(S)-2-carbonylpyrrolidin-3-yl]propan-2-yl}amino}-3-phenylpropan-2-yl}-1H-indole-2-carboxamide